FC1(CCN(CC1)C1=NC(=CC=C1C(C)(C)O)C=1N=NN(C1)C1=C(C=C(C=C1)I)N1CCC2(CC2)CC1)F 2-(2-(4,4-difluoropiperidin-1-yl)-6-(1-(4-iodo-2-(6-azaspiro[2.5]oct-6-yl)phenyl)-1H-1,2,3-triazol-4-yl)pyridin-3-yl)propan-2-ol